ClC=1N=C(C2=C(N1)N(C=C2)C(C)C)N[C@@H]2[C@H](C1CCC2CC1)C(=O)O (2S,3S)-3-((2-chloro-7-isopropyl-pyrrolo[2,3-d]pyrimidin-4-yl)amino)bicyclo[2.2.2]octane-2-carboxylic acid